ethyl 3,6-dibromopyridine-2-carboxylate BrC=1C(=NC(=CC1)Br)C(=O)OCC